O1CC(C1)C\N=C\C1=C(C=C(C=C1)C(F)(F)F)O (E)-2-(((oxetan-3-ylmethyl)imino)methyl)-5-(trifluoromethyl)phenol